methyl 2-amino-2-(4-carbamimidoylthiophen-2-yl)acetate NC(C(=O)OC)C=1SC=C(C1)C(N)=N